BrC1=C(C=NN(C1=O)C)N[C@@H]1C[C@@H](CN(C1)C)C1=CC=C(C(=O)N2CCC(CC2)OC=2C=CC(=C(C2)C2C(NC(CC2)=O)=O)C)C=C1 3-(5-((1-(4-((3R,5R)-5-((5-bromo-1-methyl-6-oxo-1,6-dihydropyridazin-4-yl)amino)-1-methylpiperidin-3-yl)benzoyl)piperidin-4-yl)oxy)-2-methylphenyl)piperidine-2,6-dione